S-4-fluorophenyl-sulfenamide FC1=CC=C(C=C1)SN